N-(1-(3-chlorophenyl)-2-hydroxyethyl)-1-(2-((2,2-difluorobenzo[d][1,3]dioxol-5-yl)amino)-5-methylpyrimidin-4-yl)-1H-pyrrole-3-carboxamide ClC=1C=C(C=CC1)C(CO)NC(=O)C1=CN(C=C1)C1=NC(=NC=C1C)NC1=CC2=C(OC(O2)(F)F)C=C1